C=C(C(=O)[O-])CC1=CC(=C(C(=C1)C(C)(C)C)O)C(C)(C)C methylene-3,5-di-tert-butyl-4-hydroxyhydrocinnamate